C(C1CO1)OC(COC1=C2C=CC=C(C2=CC=C1)C1(C2=CC=CC=C2C=2C=CC=CC12)C1=CC=CC2=C(C=CC=C12)OCC(C)OCC1CO1)C 9,9-bis[5-(2-glycidyloxypropoxy)naphthalen-1-yl]fluorene